(S)-4-ethyl-8-fluoro-4-hydroxy-10,11-dimethyl-3,14-dioxo-3,4,12,14-tetrahydro-1H-pyrano[3',4':6,7]indolizino[1,2-b]quinolin-9-yl piperazine-1-carboxylate N1(CCNCC1)C(=O)OC1=C(C=2C(=C3C(=NC2C=C1F)C1=CC2=C(C(N1C3)=O)COC([C@]2(O)CC)=O)C)C